COC1=CC=C(C=C1)C1=NC2=CC=CC=C2C(N1)=O 2-(4-methoxyphenyl)-quinazolin-4(3H)-one